3-(4'-Fluoro-2'-methoxy-[1,1'-biphenyl]-4-yl)-7-methoxy-2-methylquinolin-4(1H)-one FC1=CC(=C(C=C1)C1=CC=C(C=C1)C1=C(NC2=CC(=CC=C2C1=O)OC)C)OC